O[C@@H]1[C@H](CCCC1)NC(=O)C=1C=CC(=C(C1)NC(=O)C=1C=NC=C(C1)OC(C)C)C N-(5-{[(1S,2S)-2-hydroxycyclohexyl]carbamoyl}-2-methylphenyl)-5-[(prop-2-yl)oxy]pyridine-3-carboxamide